2-[4-(difluoromethyl)phenyl]-3-(pyridin-4-yl)-6,7-dihydropyrazolo[1,5-a]pyrazin FC(C1=CC=C(C=C1)C1=NN2C(C=NCC2)=C1C1=CC=NC=C1)F